1,4-bis(dibenzylthiocarbamoyldithio)butane C(C1=CC=CC=C1)N(C(=S)SSCCCCSSC(N(CC1=CC=CC=C1)CC1=CC=CC=C1)=S)CC1=CC=CC=C1